[Si](C)(C)(C(C)(C)C)O[C@@H](C\C=C/CCCCCCCC(=O)OC)CCCCCC methyl (R,Z)-12-((tert-butyldimethylsilyl)oxy)octadec-9-enoate